ClC1=C(C=CC=C1)CCN1[C@@H]([C@H]([C@@H]([C@H](C1)O)O)O)CO (2R,3R,4R,5S)-1-(2-chlorophenylethyl)-2-(hydroxymethyl)piperidine-3,4,5-triol